BrC1=C(C=CC(=C1)S(F)(F)(F)(F)F)O 2-Bromo-4-(pentafluoro-λ6-sulfaneyl)phenol